BrC(=NO)Br 1,1-dibromoformaldoxime